3-Heptanon CCC(CCCC)=O